[Br-].C(C1=CC=CC=C1)[N+](CCCC)(CCCC)CCCC benzyltrin-butylammonium bromide